N1=C(C=CC=2CCCNC12)CCOC=1C=C2C=NN(C2=CC1)CCC(=O)O 3-(5-(2-(5,6,7,8-tetrahydro-1,8-naphthyridin-2-yl)ethoxy)-1H-indazol-1-yl)propionic acid